1-{[6-chloro-5-(trifluoromethyl)(2-pyridyl)]methylamino}-3-(methoxymethyl)-4-methylazoline-2,5-dione ClC1=C(C=CC(=N1)CNN1C(C(=C(C1=O)C)COC)=O)C(F)(F)F